FC1=C(C=C(C=C1)OC=1C(=C2C=CNC2=CC1F)C)C=1NC(=CN1)C1COC2=C(C=CC=C2C1)CCC(=O)O 3-[3-[2-[2-fluoro-5-[(6-fluoro-4-methyl-1H-indol-5-yl)oxy]phenyl]-1H-imidazol-5-yl]chroman-8-yl]propanoic acid